OCCN1CCC(CC1)C1=CC=C(C=C1)C(=O)NC1=NC=CC(=C1)OC=1C=C2C=CN(C2=CC1OCCOC)C 5-({2-[({4-[1-(2-hydroxyethyl)piperidin-4-yl]phenyl}carbonyl)amino]pyridin-4-yl}oxy)-6-(2-methoxyethoxy)-N-methyl-1H-indole